calcium stearate-laurate salt C(CCCCCCCCCCC)(=O)[O-].C(CCCCCCCCCCCCCCCCC)(=O)[O-].[Ca+2]